di-n-butyl-[(dimethylsiloxy)dimethyl-siloxy]silane tert-butyl-exo-6-((difluoromethoxy)methyl)-3-azabicyclo[3.1.0]hexane-3-carboxylate C(C)(C)(C)OC(=O)N1CC2C(C2C1)COC(F)F.C(CCC)[SiH](O[Si](C)(C)O[SiH](C)C)CCCC